(S)-N-(5-(2,4-difluorophenoxy)pyrazin-2-yl)-2-(3,3-dimethyl-4-(1-methyl-1H-benzo[d][1,2,3]triazole-6-carbonyl)piperazin-1-yl)propanamide FC1=C(OC=2N=CC(=NC2)NC([C@H](C)N2CC(N(CC2)C(=O)C=2C=CC3=C(N(N=N3)C)C2)(C)C)=O)C=CC(=C1)F